COC1=C(C=CC(=C1)C(=O)[N+](=O)[O-])O nitrovanillin